CC(CCCCCCCCCC)CCCCCCCCCCCCCCCCCC 11-Methylnonacosane